diaza-adamantane N12NC3CC(CC(C1)C3)C2